[N-](S(=O)(=O)C(F)(F)F)S(=O)(=O)C(F)(F)F.C(CC)[N+]1(CCCC1)C propyl-n-methylpyrrolidinium bis(trifluoromethanesulfonyl)imide